6-(dimethylamino)-8-(3-methoxy-2,6-dimethylphenyl)-7-methylquinazolin-4(3H)-one CN(C=1C=C2C(NC=NC2=C(C1C)C1=C(C(=CC=C1C)OC)C)=O)C